1H-Imidazoleethanol N1C(=NC=C1)CCO